COC1=CC=C(C=C1)C1(CCNCC1)C 4-(4-methoxyphenyl)-4-methylpiperidine